1,3-diethylpyrido[4,3-d]pyrimidine-2,4,5(1H,3H,6H)-trione C(C)N1C(N(C(C2=C1C=CNC2=O)=O)CC)=O